N[C@@H]1CN(CC[C@H]1F)C1=NC2=C(N1CC(=O)N1CCC(CC1)(C#N)C)C=C(C(=C2)F)F 1-(2-(2-((3R,4R)-3-Amino-4-fluoropiperidin-1-yl)-5,6-difluoro-1H-benzo[d]imidazol-1-yl)acetyl)-4-methylpiperidin-4-carbonitril